C1(CC1)C1=CC=C(C=C1)C1CC2(CN(C2)C(=O)C2CC(C2)(C)O)C1 (6-(4-Cyclopropylphenyl)-2-azaspiro[3.3]heptan-2-yl)((1s,3s)-3-hydroxy-3-methylcyclobutyl)methanone